BrC=1C=2C3=C(C=NC3=CC1)C=CC2 6-bromobenzo[cd]indole